S(=O)(=O)(O[O-])[O-].[K+].[K+] Potassium peroxymonosulphate